OC1=CC=C(C=C1)C(C)(C)C1=C(C=CC(=C1)C(C)(C)C1=CC=C(C=C1)O)O 2,4-Bis(4-hydroxyphenylisopropyl)-phenol